CN1CC=NC=C1 N'-methyl-pyrazine